[1,1'-Biphenyl]-2,2'-diol C=1(C(=CC=CC1)O)C=1C(=CC=CC1)O